8-(hydroxymethyl)-[1,2,4]triazolo[1,5-a]pyridine-6-carboxylic acid OCC=1C=2N(C=C(C1)C(=O)O)N=CN2